Methyl 6-(4-fluorobenzyl)-3-methylindoline-3-carboxylate FC1=CC=C(CC2=CC=C3C(CNC3=C2)(C(=O)OC)C)C=C1